6-(2,6-dichloro-3,5-dimethoxyphenyl)-N-(2-(isopropylthio)ethyl)-2-(methylthio)pyrido[3,4-d]pyrimidine-8-amine ClC1=C(C(=C(C=C1OC)OC)Cl)C1=CC2=C(N=C(N=C2)SC)C(=N1)NCCSC(C)C